bis(1-methyl-pentyl)-p-phenylenediamine CC(CCCC)NC1=CC=C(C=C1)NC(CCCC)C